1'-[2-(difluoromethyl)phenyl]-2-(2-ethoxypyridin-3-yl)-7-[[(2R)-pyrrolidin-2-yl]methyl]spiro[6,8-dihydro-1,7-naphthyridine-5,4'-piperidine] FC(C1=C(C=CC=C1)N1CCC2(CC1)C=1C=CC(=NC1CN(C2)C[C@@H]2NCCC2)C=2C(=NC=CC2)OCC)F